[Hg]=[Te].[Zn] zinc mercuric telluride